(S)-N-(1-AMINO-1,2-DIOXOHEPTAN-3-YL)-3-METHYL-5-PHENYLISOXAZOLE-4-CARBOXAMIDE NC(C([C@H](CCCC)NC(=O)C=1C(=NOC1C1=CC=CC=C1)C)=O)=O